4-amino-3-phenyl-5-mercapto-1,2,4-triazole NN1C(=NN=C1S)C1=CC=CC=C1